CC1=NC(=CC(=N1)NC1=NC=C(C(=O)NOCC)C(=C1)NC1=C(C(=CC=C1)C1=NC=C(C=N1)F)OC)C 6-((2,6-dimethyl-pyrimidin-4-yl)amino)-N-ethoxy-4-((3-(5-fluoropyrimidin-2-yl)-2-methoxyphenyl)amino)nicotinamide